N1-(2-(azetidin-1-yl)ethyl)-3-((4-(bis(4-chlorophenyl)methyl)piperazin-1-yl)methyl)-N-methyl-4-(trifluoromethyl)aniline N1(CCC1)CCN(C1=CC(=C(C=C1)C(F)(F)F)CN1CCN(CC1)C(C1=CC=C(C=C1)Cl)C1=CC=C(C=C1)Cl)C